C1(CC1)C=1C=C(C=2N(C1)C=C(N2)CNC=2C=CC=C1C=CC(=NC21)[C@@H]2[C@H](C2)C2=NC=CC(=N2)C)N2C(N(C(C2)=O)C)=O |o1:24,25| (6-cyclopropyl-2-(((2-((1S*,2S*)-2-(4-methylpyrimidin-2-yl)cyclopropyl)quinolin-8-yl)amino)methyl)imidazo[1,2-a]pyridin-8-yl)-3-methylimidazolidine-2,4-dione